N-(4,5-Dimethoxy-2-((4-(2-(((1-methyl-1H-benzo[d][1,2,3]triazol-5-yl)methyl)(pyridin-3-ylmethyl)amino)ethyl)phenyl)carbamoyl)phenyl)-4-oxo-4H-chromene-2-carboxamide COC1=CC(=C(C=C1OC)NC(=O)C=1OC2=CC=CC=C2C(C1)=O)C(NC1=CC=C(C=C1)CCN(CC=1C=NC=CC1)CC1=CC2=C(N(N=N2)C)C=C1)=O